1-bromo-6-chloro-3-hexanone BrCCC(CCCCl)=O